ClC1=CC=C(C=C1)C1=C(N=C(N1)C1=CC=C(OCC2=NC=CC=C2)C=C1)C 2-((4-(5-(4-chlorophenyl)-4-methyl-1H-imidazol-2-yl)phenoxy)methyl)pyridine